FC(C1=CC=C(C=C1)C=1N=C(N2C1C=CC=C2)CNC(CC)=O)(F)F N-((1-(4-(trifluoromethyl)phenyl)imidazo[1,5-a]pyridin-3-yl)methyl)propionamide